O=C1NC(CCC1N1C(C2=CC=C(C=C2C1=O)C#CCCCCCCO)=O)=O 2-(2,6-dioxo-3-piperidyl)-5-(8-hydroxyoct-1-ynyl)isoindoline-1,3-dione